C(C(=C)C)(=O)OCCSC 2-(Methylthio)ethyl methacrylate